(2R,5R)-tert-butyl-5-(3-bromo-5-chlorophenyl)-2-(methoxymethyl)piperazine C(C)(C)(C)N1[C@H](CN[C@@H](C1)C1=CC(=CC(=C1)Cl)Br)COC